ethyl 2-methyl-4-(pyrimidin-5-yl)quinoline-6-carboxylate CC1=NC2=CC=C(C=C2C(=C1)C=1C=NC=NC1)C(=O)OCC